ClC1=NC=C(C(=N1)C1=CC=C2CN(C(C2=C1)=O)[C@@H](C(=O)N[C@H](C)C1=CC(=CC=C1)OC(F)F)CO)Cl (2R)-2-[6-(2,5-dichloropyrimidin-4-yl)-1-oxo-2,3-dihydro-1H-isoindol-2-yl]-N-[(1R)-1-[3-(difluoromethoxy)phenyl]-ethyl]-3-hydroxypropanamide